1-(2-(4-chlorobenzyl-(propargyl)amino)ethyl)-2-methyl-3-hydroxypyridin ClC1=CC=C(CN(CCN2C(C(=CC=C2)O)C)CC#C)C=C1